NC1=C(C=CC=C1)S(=O)(=O)O 2-Aminobenzenesulfonic acid